O[C@H]1C[C@H](N(C1)C(=O)OCCCC)C(=O)OC butyl 2-methyl (2s,4s)-4-hydroxypyrrolidine-1,2-dicarboxylate